Cl.CN1C(CC(CC1)N(C=1SC=2N=C(SC2N1)C=1N=CC(=C2C1NC=C2)C=2C=NNC2)C)C N-(1,2-Dimethylpiperidin-4-yl)-N-methyl-5-[4-(1H-pyrazol-4-yl)-1H-pyrrolo[2,3-c]pyridin-7-yl][1,3]thiazolo[5,4-d][1,3]thiazol-2-amin Hydrochlorid